6-((3S,5S)-3,5-dimethylpiperazin-1-yl)-8-fluoro-2-(8-fluoro-2-methylimidazo[1,2-a]pyridin-6-yl)quinoline 2,2,2-trifluoroacetate FC(C(=O)O)(F)F.C[C@H]1CN(C[C@@H](N1)C)C=1C=C2C=CC(=NC2=C(C1)F)C=1C=C(C=2N(C1)C=C(N2)C)F